2-methyl-N-(2-oxopyrrolidin-3-yl)-5-((6-(trifluoromethyl)pyridin-2-yl)methoxy)benzofuran-3-carboxamide CC=1OC2=C(C1C(=O)NC1C(NCC1)=O)C=C(C=C2)OCC2=NC(=CC=C2)C(F)(F)F